ClC=1C=C(C=CC1)C#C\C=C/1\C(CN(CC1)S(=O)(=O)N1CCC(CC1)C)(C)C (4E)-4-[3-(3-chlorophenyl)prop-2-yn-1-ylidene]-3,3-dimethyl-1-[(4-methylpiperidin-1-yl)sulfonyl]piperidine